C(C)(C)(C)OC(=O)N[C@H](C(=O)N1[C@@H](CC[C@@H]1C=1OC(=CC1)C)C(=O)OCC1=CC=CC=C1)C1CCCCC1 (2S,5R)-benzyl 1-((S)-2-(tert-butoxycarbonylamino)-2-cyclohexylacetyl)-5-(5-methylfuran-2-yl)pyrrolidine-2-carboxylate